[6-[1-(2,2-dimethylpropyl)pyrazol-4-yl]-5-methylpyridin-3-yl]-[4-(5-methyl-[1,3]oxazolo[4,5-b]pyridin-2-yl)piperazin-1-yl]methanone CC(CN1N=CC(=C1)C1=C(C=C(C=N1)C(=O)N1CCN(CC1)C=1OC=2C(=NC(=CC2)C)N1)C)(C)C